2-(3-((R)-1-(((S)-1-(4-(acryloyloxy)-3,3-dimethyl-2-oxobutanoyl)piperidine-2-carbonyl)oxy)-3-(3-hydroxy-4,5-dimethoxyphenyl)propyl)phenoxy)acetic acid C(C=C)(=O)OCC(C(C(=O)N1[C@@H](CCCC1)C(=O)O[C@H](CCC1=CC(=C(C(=C1)OC)OC)O)C=1C=C(OCC(=O)O)C=CC1)=O)(C)C